oxonium (oxonium) [OH3+].[OH3+]